FC1=NN(C=2C1=NC=C(C2)C2=CC(=CC=C2)F)CC(=O)N(C)C 2-[3-Fluoro-6-(3-fluorophenyl)pyrazolo[4,3-b]pyridin-1-yl]-N,N-dimethyl-acetamide